C(=C)OC1=CC=CC=C1 2-(vinyloxy)benzene